N(=[N+]=[N-])CC1=C(C=CC=C1)B(O)O (azidomethyl)phenylboronic acid